BrC1=NN=C(S1)CN1C2(CC2)C(N(C1=O)CC1(CC1)C(F)(F)F)=O 4-[(5-bromo-1,3,4-thiadiazol-2-yl)methyl]-6-[[1-(trifluoromethyl)cyclopropyl]methyl]-4,6-diazaspiro[2.4]heptane-5,7-dione